4-Aminomethyl-cyclohexanecarboxylic acid ((E)-(S)-9-oxo-8,17,19-triaza-tricyclo[14.2.1.02,7]nonadeca-1(18),2,4,6,12,16(19)-hexaen-15-yl)-amide O=C1NC2=CC=CC=C2C2=CNC([C@H](C/C=C/CC1)NC(=O)C1CCC(CC1)CN)=N2